C(C)(=O)\C(=C(\C)/O)\C=1C=NN2C1C=C(C=C2)C2=CC=C(O2)C(=O)OC methyl 5-[3-[(Z)-1-acetyl-2-hydroxy-prop-1-enyl]pyrazolo[1,5-a]pyridin-5-yl]furan-2-carboxylate